tert-butyl 5-[(3,5-difluorophenyl)carbamothioyl]-4-hydroxy-6-oxo-3,6-dihydropyridine-1(2H)-carboxylate FC=1C=C(C=C(C1)F)NC(=S)C1=C(CCN(C1=O)C(=O)OC(C)(C)C)O